2-[3-(6-bromo-4-fluoro-2-pyridyl)imidazo[1,2-a]pyridin-6-yl]-1,1,1-trifluoro-propan-2-ol BrC1=CC(=CC(=N1)C1=CN=C2N1C=C(C=C2)C(C(F)(F)F)(C)O)F